3-(4-(4-(2-(2-Aminopyridin-3-yl)-3H-imidazo[4,5-b]pyridin-3-yl)benzyl)piperazine-1-carbonyl)isonicotinonitrile NC1=NC=CC=C1C1=NC=2C(=NC=CC2)N1C1=CC=C(CN2CCN(CC2)C(=O)C2=C(C#N)C=CN=C2)C=C1